O=C(CC#N)C1CC12CCC2 3-Oxo-3-spiro[2.3]hexan-2-yl-propanenitrile